N-(5-((3R,5S)-3,5-dimethylpiperazin-1-yl)pyrazin-2-yl)-6-ethoxy-2-methyl-2H-indazole-5-carboxamide hydrochloride Cl.C[C@@H]1CN(C[C@@H](N1)C)C=1N=CC(=NC1)NC(=O)C1=CC2=CN(N=C2C=C1OCC)C